phosphorus hydrogen oxalate C(C(=O)[O-])(=O)O.[P+3].C(C(=O)[O-])(=O)O.C(C(=O)[O-])(=O)O